NC1=CC=C(C=N1)NC(C(=O)N1[C@@H](CC[C@H](C1)C)C=1C=CC2=C(N=C(S2)C(F)(F)F)C1)=O (6-amino-3-pyridyl)-2-[(2S,5R)-5-methyl-2-[2-(trifluoromethyl)-1,3-benzothiazol-5-yl]-1-piperidyl]-2-oxo-acetamide